propyl-L-proline-t-butyl amide C(C)(C)(C)NC([C@H]1N(CCC1)CCC)=O